CC1=CC=C2C(=N1)C1(C(N2)=O)CCC1 5'-methylspiro[cyclobutane-1,3'-pyrrolo[3,2-b]pyridine]-2'(1'H)-one